dithiobis(2,6-di-tert-butylphenol) C(C)(C)(C)C1=C(C(=CC=C1SSC=1C(=C(C(=CC1)C(C)(C)C)O)C(C)(C)C)C(C)(C)C)O